BrC=1C=C(C=C2C=NN(C12)C)[N+](=O)[O-] 7-bromo-1-methyl-5-nitro-indazole